methyl (S)-3-(8-(2,6-dichloro-4-cyanophenyl)quinolin-5-yl)-2-(2,6-dichlorobenzamido)propanoate ClC1=C(C(=CC(=C1)C#N)Cl)C=1C=CC(=C2C=CC=NC12)C[C@@H](C(=O)OC)NC(C1=C(C=CC=C1Cl)Cl)=O